C(C(C)(C)C)OC1=NC(=CC=C1/C=C/C(=O)NC1=CC=CC=2NC(NC21)=O)C(F)(F)F (E)-3-(2-(Neopentyloxy)-6-(trifluoromethyl)pyridin-3-yl)-N-(2-oxo-2,3-dihydro-1H-benzo[d]imidazol-4-yl)acrylamid